CC1=CC=2N(C=C1)N=CC2C=O (5-methylpyrazolo[1,5-a]pyridin-3-yl)methanone